3-((4-(2-chlorophenyl)-2-oxo-2H-chromen-7-yl)(methyl)amino)propanoic acid ClC1=C(C=CC=C1)C1=CC(OC2=CC(=CC=C12)N(CCC(=O)O)C)=O